NC1=NC=NN2C1=C(C=C2CC(CC=C)CC(C)(S(=O)N)C)C=2C=NC1=CC=CC=C1C2 (1-(4-amino-5-(quinolin-3-yl)pyrrolo[2,1-f][1,2,4]triazin-7-yl)pent-4-en-2-yl)-2-methylpropane-2-sulfinamide